FC(C(/C(=C(\C(C(C(F)(F)F)(F)F)(F)F)/C(F)(F)F)/F)(C(F)(F)F)F)(F)F Z-1,1,1,2,3,5,5,6,6,7,7,7-dodecafluoro-2,4-bis(trifluoromethyl)hept-3-ene